ClC1=CC=C(C=C1)NC1=NC=NC(=C1)C=1C=NN(C1)C(=C)C1=CC=CC=C1 (p-chlorophenyl)-6-[1-(1-phenylvinyl)-1H-pyrazol-4-yl]-4-pyrimidinylamine